1,3-di-tert-butyl-5-(3-cyclohexylidenepropyl)benzene C(C)(C)(C)C1=CC(=CC(=C1)CCC=C1CCCCC1)C(C)(C)C